FC(OC=1C=C(C=O)C=CC1)(F)F 3-(trifluoromethoxy)benzaldehyde